(S)-6-[3-(4-Boc-1-piperazinyl)propoxy]-N-[2-(2-cyano-4,4-difluoro-1-pyrrolidinyl)-2-oxoethyl]quinoline-4-carboxamide C(=O)(OC(C)(C)C)N1CCN(CC1)CCCOC=1C=C2C(=CC=NC2=CC1)C(=O)NCC(=O)N1[C@@H](CC(C1)(F)F)C#N